N-(3-chloroallyl)ammonium chloride [Cl-].ClC=CC[NH3+]